C(#N)C1=C(C=CC=C1)[C@H](CC)C=1C=NN(C1)CCO (1S,2R)-1-(2-cyanophenyl)-1-(1-(2-hydroxyethyl)-1H-pyrazol-4-yl)propan